(S)-2-(5-(tert-butyl)-3-fluoro-2-methoxyphenyl)-2-((R)-3-(ethyl(5-(5,6,7,8-tetrahydro-1,8-naphthyridin-2-yl)pentyl)amino)pyrrolidin-1-yl)acetic acid C(C)(C)(C)C=1C=C(C(=C(C1)[C@@H](C(=O)O)N1C[C@@H](CC1)N(CCCCCC1=NC=2NCCCC2C=C1)CC)OC)F